C(C#C)N1CCC(CC1)CO (1-(prop-2-yn-1-yl)piperidin-4-yl)methanol